Cl.Cl.ClC1=CC2=C(N(C=N2)CCC[C@H]2NCCC[C@@H]2O)C(=C1)C=1CCOCC1 (2R,3S)-2-(3-(5-chloro-7-(3,6-dihydro-2H-pyran-4-yl)-1H-benzo[d]imidazol-1-yl)propyl)piperidin-3-ol dihydrochloride